1-phenyl-1H-indole-2,3-dione C1(=CC=CC=C1)N1C(C(C2=CC=CC=C12)=O)=O